N-(4-(4-Amino-7-(tetrahydro-2H-pyran-4-yl)-7H-pyrrolo[2,3-d]pyrimidin-5-yl)phenyl)-2-(5-Chloropyridin-2-yl)-6-isopropyl-3-oxo-2,3-dihydropyridazine-4-carboxamide NC=1C2=C(N=CN1)N(C=C2C2=CC=C(C=C2)NC(=O)C=2C(N(N=C(C2)C(C)C)C2=NC=C(C=C2)Cl)=O)C2CCOCC2